6-(4-(4-cyclopropyl-3-oxopiperazine-1-carbonyl)phenyl)-7-((5-methoxy-7-methyl-1H-indol-4-yl)methyl)-7-azaspiro[3.5]nonane-2-carbonitrile C1(CC1)N1C(CN(CC1)C(=O)C1=CC=C(C=C1)C1CC2(CC(C2)C#N)CCN1CC1=C2C=CNC2=C(C=C1OC)C)=O